4-(2-(1-(2,6-dioxopiperidin-3-yl)-3-methyl-2-oxo-2,3-dihydro-1H-benzimidazol-5-yl)ethyl)cyclohexane-1-carboxylic acid O=C1NC(CCC1N1C(N(C2=C1C=CC(=C2)CCC2CCC(CC2)C(=O)O)C)=O)=O